CN1CCC(CC1)NC(=O)C=1C=NN2C1C=C(C=C2)C2=CNC1=NC=C(C=C12)NC(=O)C1CCN(CC1)C N-(1-methylpiperidin-4-yl)-5-(5-(1-methylpiperidine-4-carboxamido)-1H-pyrrolo[2,3-b]pyridin-3-yl)pyrazolo[1,5-a]pyridine-3-carboxamide